(R)-4-Cyano-N-(2-phenylthiazol-5-yl)morpholine-2-carboxamide C(#N)N1C[C@@H](OCC1)C(=O)NC1=CN=C(S1)C1=CC=CC=C1